F[C@@H]1[C@H]([C@H](N(C1)C(CNC(CCCOC1=CC=CC=C1)=O)=O)C(=O)OCC1=CC=CC=C1)OC benzyl (2S,3S,4S)-4-fluoro-3-methoxy-1-((4-phenoxybutanoyl)glycyl)pyrrolidine-2-carboxylate